FC1=C(C=C(C(=C1O)O)OC)C1=NC2=C(N1C1(COC1)C)C=C(C=C2)C(=O)N 2-(2-fluoro-3,4-dihydroxy-5-methoxyphenyl)-1-(3-methyloxetan-3-yl)-1H-benzo[d]imidazole-6-carboxamide